CC1(CC(C1)NC=1N=CC2=C(N1)NC=C2C=2C=CC=1N(C2)C(=NN1)C)O 1-methyl-3-((5-(3-methyl-[1,2,4]triazolo[4,3-a]pyridin-6-yl)-7H-pyrrolo[2,3-d]pyrimidin-2-yl)amino)cyclobutan-1-ol